N1[C@@H]2[C@H](CC1)N(CC2)C(=O)OC(C)(C)C |r| tert-butyl rac-(3aS,6aS)-2,3,3a,5,6,6a-hexahydro-1H-pyrrolo[3,2-b]pyrrole-4-carboxylate